N[C@H](C(=O)O)CCCNC(=O)N (S)-2-amino-5-ureidopentanoic acid